(R)-4-(2,2-difluoro-7-((5-methoxy-7-methyl-1H-indol-4-yl)methyl-d2)-7-azaspiro[3.5]nonan-6-yl)-3-((methyl-d3)amino)benzoic acid FC1(CC2(C1)C[C@@H](N(CC2)C([2H])([2H])C2=C1C=CNC1=C(C=C2OC)C)C2=C(C=C(C(=O)O)C=C2)NC([2H])([2H])[2H])F